C(CCCCCCC)C1=C(C=CC(=C1)C)S(=O)(=O)[O-] octyl-4-methylbenzene-1-sulfonic acid anion